8-(3,4-difluorobenzyl)-12-ethyl-4-oxa-8,12-diazadispiro[2.1.5.3]tridecan-13-one FC=1C=C(CN2CCC3(OC4(CC4)C(N(C3)CC)=O)CC2)C=CC1F